OC1(COC1)C1=CC=C(C=N1)C1=CC2=NC=CC(=C2O1)C=1C=C(C=CC1)C(=O)N1CCOCC1 (3-(2-(6-(3-hydroxyoxetan-3-yl)pyridin-3-yl)furo[3,2-b]pyridin-7-yl)phenyl)(morpholino)methanone